C(C)CC(CC(=O)[O-])=O.C(CCCCC)CC(CC(=O)[O-])=O.C(CCCCC)CC(CC(=O)[O-])=O.[Al+3] aluminum bis(hexyl acetoacetate)-mono(ethyl acetoacetate)